CCCC=CCCCCCCCC 4-Tridecen